C1=CC=C(C=C1)[C@H](C(=O)O)N D-(-)-α-Phenylglycine